3-(difluoromethoxy)-4-(4-ethylsulfonyl-3-methyl-phenyl)-1H-pyrazolo[4,3-c]pyridine FC(OC1=NNC2=C1C(=NC=C2)C2=CC(=C(C=C2)S(=O)(=O)CC)C)F